C(#N)C=1C=C(CCNC[C@@H](COC2=CC=C(C=C2)N(S(=O)(=O)C)C)O)C=CC1 (S)-N-(4-(3-((3-cyanophenethyl)amino)-2-hydroxypropoxy)phenyl)-N-methylmethanesulfonamide